[C@H]12CN(C[C@H](CC1)N2)C=2C=C(C(=C1C(N(C(C21)=O)C2C(NC(CC2)=O)=O)=O)F)F 7-((1R,5S)-3,8-diazabicyclo[3.2.1]octane-3-yl)-2-(2,6-dioxopiperidin-3-yl)-4,5-difluoroisoindoline-1,3-dione